Cl.FC(CC=1C=C2CNCC2=CC1)(F)F 5-(2,2,2-trifluoroethyl)isoindoline hydrochloride